3-Methyl-8-[(piperidin-4-ylmethyl)-amino]-6-pyridin-4-yl-imidazo[1,2-a]pyrazine-2-carboxylic acid amide CC1=C(N=C2N1C=C(N=C2NCC2CCNCC2)C2=CC=NC=C2)C(=O)N